N(=[N+]=[N-])CC(CO)(F)F 3-azido-2,2-difluoropropanol